[Si](C)(C)(C(C)(C)C)OC[C@@H]1CC[C@H](CC1)C(=O)N1OCC[C@H]1C1=NC=CN=C1 [trans-4-[[tert-butyl(dimethyl)silyl]oxymethyl]cyclohexyl]-[(3S)-3-pyrazin-2-ylisoxazolidin-2-yl]methanone